BrC1=CC=C(C=C1)C(C(COC)C)=O 1-(4-bromophenyl)-3-methoxy-2-methylpropan-1-one